[Sn].[Pb].[Cu].[Pt].[Pd] palladium platinum copper lead tin